CC1=C(C(=O)O[C@@H]2OC([C@]([C@@H]2OC(C2=CC=CC=C2)=O)(C)F)Cl)C=CC=C1 ((2R,3R,4R)-3-benzoyloxy-4-fluoro-5-chloro-4-methyltetrahydrofuran-2-yl) methylbenzoate